6-((R)-1,2-Dihydroxyethyl)-4-[4-(4-trifluoromethoxy-phenoxy)phenyl]-pyridine-2-carboxylic acid amide O[C@@H](CO)C1=CC(=CC(=N1)C(=O)N)C1=CC=C(C=C1)OC1=CC=C(C=C1)OC(F)(F)F